triphenyl-ethylphosphine bis(trifluoromethanesulfonimide) salt [N-](S(=O)(=O)C(F)(F)F)S(=O)(=O)C(F)(F)F.[N-](S(=O)(=O)C(F)(F)F)S(=O)(=O)C(F)(F)F.C1(=CC=CC=C1)C(CP)(C1=CC=CC=C1)C1=CC=CC=C1